Bis(ethylcyclopentadienyl)cobalt(II) CC[C]1[CH][CH][CH][CH]1.CC[C]1[CH][CH][CH][CH]1.[Co]